N-((1r,3r)-3-((6-fluoro-5-(imidazo[1,2-a]pyrimidin-6-yl)-4-methoxypyrrolo[2,1-f][1,2,4]triazin-2-yl)amino)-1-methylcyclobutyl)acetamide FC=1C(=C2C(=NC(=NN2C1)NC1CC(C1)(C)NC(C)=O)OC)C=1C=NC=2N(C1)C=CN2